ClC1=C2C=C(C(N(C2=CC(=N1)N1CCCC2=CC(=C(C=C12)C(F)F)C=1C=NN(C1)C)C)=O)C 5-chloro-7-(7-(difluoromethyl)-6-(1-methyl-1H-pyrazol-4-yl)-3,4-dihydroquinolin-1(2H)-yl)-1,3-dimethyl-1,6-naphthyridin-2(1H)-one